methyl 1-(4-(1-(tert-butoxycarbonyl) azetidin-3-yl) benzyl)-4-methylpiperidine-4-carboxylate C(C)(C)(C)OC(=O)N1CC(C1)C1=CC=C(CN2CCC(CC2)(C(=O)OC)C)C=C1